COC1=C(C=CC(=C1)CC1NCCC=2CC(=CCC12)OC)O 2-methoxy-4-[(6-methoxy-1,2,3,4,5,8-hexahydro-1-isoquinolinyl)methyl]phenol